tert-butyl 7-((cis)-4-(4-amino-5-iodo-7H-pyrrolo[2,3-d]pyrimidin-7-yl) cyclohexyl)-2,7-diazaspiro[4.4]nonane-2-carboxylate NC=1C2=C(N=CN1)N(C=C2I)[C@H]2CC[C@H](CC2)N2CC1(CCN(C1)C(=O)OC(C)(C)C)CC2